F[C@H]1[C@@H](CCC1)N1N=NC=C1 |o1:1,2| ((1R*,2R*)-2-fluorocyclopentyl)-1H-1,2,3-triazol